isopropyl cis-2-(((cis-3-fluoro-1-(pyrimidin-2-yl)piperidin-4-yl)oxy)methyl)-3-((methylsulfonyl)amino)piperidine-1-carboxylate F[C@@H]1CN(CC[C@@H]1OC[C@@H]1N(CCC[C@@H]1NS(=O)(=O)C)C(=O)OC(C)C)C1=NC=CC=N1